COC(C1CCNCC1)OC 4-(dimethoxymethyl)-piperidine